N1C(=NC2=C1C=CC=C2)C2=C(C(=NN2CC2=CC=C(C=C2)OC)N)Cl 5-(1H-Benzimidazol-2-yl)-4-chloro-1-[(4-methoxyphenyl)methyl]pyrazol-3-amine